C(C)(C)(C)OC(=O)N1C[C@@H](NCC1)C(=O)O (R)-4-tert-butoxycarbonylpiperazine-2-carboxylic acid